(3R)-3-(9H-fluoren-9-yl-methoxycarbonylamino)-butanoic acid C1=CC=CC=2C3=CC=CC=C3C(C12)N([C@@H](CC(=O)O)C)C(=O)OC